C[C@@H](C(=O)NC1=NC=CC(=C1)C1=CC=NC=C1)C=C ((R)-2-methylbut-3-enamido)-[4,4'-bipyridine]